C(#N)C1(CCN(CC1)C1=C(C=NC2=CC=C(C=C12)F)C(=O)N1CCN(CC1)C(=O)OCC)C ethyl 4-(4-(4-cyano-4-methylpiperidin-1-yl)-6-fluoroquinoline-3-carbonyl)piperazine-1-carboxylate